ClC1=[N+](C(=CC(=C1N[C@H](CO)CC1=CC=CC=C1)[N+](=O)[O-])Cl)[O-] (S)-2,6-dichloro-3-((1-hydroxy-3-phenylpropan-2-yl)amino)-4-nitropyridine 1-oxide